2-((5-aminopentyl)amino)-N-(5-methylpyridin-2-yl)benzamide NCCCCCNC1=C(C(=O)NC2=NC=C(C=C2)C)C=CC=C1